C1(=CC=CC=C1)C(=O)C1=CC(=C(C=C1)C(F)(F)F)B1OC(C(O1)(C)C)(C)C phenyl(3-(4,4,5,5-tetramethyl-1,3,2-dioxaborolan-2-yl)-4-(trifluoromethyl)phenyl)methanone